Cl.O=C1NC(CC[C@H]1N1CC2=CC=C(C=C2C1=O)CNC(OC1CC(C1)C1=C(C=CC2=C1N=CS2)C)=O)=O (1r,3r)-3-(5-methylbenzo[d]thiazol-4-yl)cyclobutyl ((2-(2,6-dioxopiperidin-3-yl)-3-oxoisoindolin-5-yl)methyl)carbamate hydrochloride